FC(CN1CCNC(C2=C1C1=C(O2)C=CC(=C1)C(F)(F)F)=O)([C@@H]1OC[C@H](OC1)CO)F 1-(2,2-difluoro-2-((2R,5R)-5-(hydroxymethyl)-1,4-dioxan-2-yl)ethyl)-9-(trifluoromethyl)-1,2,3,4-tetrahydro-5H-benzofuro[3,2-e][1,4]diazepin-5-one